CN1C=NC(=C1)C=1C=C(C=CC1NC1=NC=C(C=C1)C(F)(F)F)C(C(=O)N)=C (3-(1-Methyl-1H-imidazol-4-yl)-4-((5-(trifluoromethyl)pyridin-2-yl)amino)phenyl)acrylamide